N(C(=O)N)C1=NC(NC=C1)=N Ureidopyrimidone-imine